FC1(CCC(CC1)NC(=O)C1=CC2=C(N=CS2)C=C1)F N-(4,4-difluorocyclohexyl)benzo[d]Thiazole-6-carboxamide